4-(4-((1R,5S)-3,8-diazabicyclo[3.2.1]octan-3-yl)-8-fluoro-2-(((2R,7aS)-2-fluorotetrahydro-1H-pyrrolizin-7a(5H)-yl)methoxy)quinazolin-7-yl)-5-methyl-5,6,7,8-tetrahydronaphthalen-2-ol [C@H]12CN(C[C@H](CC1)N2)C2=NC(=NC1=C(C(=CC=C21)C2=CC(=CC=1CCCC(C21)C)O)F)OC[C@]21CCCN1C[C@@H](C2)F